C1(CC1)C1=C(C(=NO1)C1=C(C=CC=C1Cl)Cl)C(=O)O[C@H]1[C@@H]2CN([C@H](C1)C2)C=2SC1=C(N2)C(=CC(=C1)C(NS(=O)(=O)C1CC1)=O)F (1S,4S,5R)-2-[6-[(cyclopropanesulfonyl)carbamoyl]-4-fluoro-1,3-benzothiazol-2-yl]-2-azabicyclo[2.2.1]heptan-5-yl 5-cyclopropyl-3-(2,6-dichlorophenyl)-1,2-oxazole-4-carboxylate